FC1=C(C=C2C(=CN(C(C2=C1)=O)C1=C2C=CNC2=CC=C1)C(=O)N1CCCCC1)OC 7-fluoro-2-(1H-indol-4-yl)-6-methoxy-4-(piperidine-1-carbonyl)isoquinolin-1(2H)-one